FC=1C=C(C=NC1)CC(=O)NC=1C=NC=C(C1)C1=CC=CC=2N1N=CC2C(=O)N2CCCCC2 2-(5-fluoropyridin-3-yl)-N-(5-(3-(piperidine-1-carbonyl)pyrazolo[1,5-a]pyridin-7-yl)pyridin-3-yl)acetamide